amino-thioether NSN